NC1=C([N+](=CC2=C(C(=CC=C12)C#N)C=1C(=NC=CC1)C([2H])([2H])[2H])[O-])C(NCCC)=O 4-amino-7-cyano-8-(2-(methyl-d3)pyridin-3-yl)-3-(propylcarbamoyl)isoquinoline 2-oxide